(1-((1R,3S,4S)-2-Azabicyclo[2.2.1]heptane-3-carbonyl)piperidin-4-yl)(1-(4-fluoro-2-(4-isopropylpyridin-3-yl)phenyl)-1H-pyrrolo[2,3-c]pyridin-3-yl)methanone [C@@H]12N[C@@H]([C@@H](CC1)C2)C(=O)N2CCC(CC2)C(=O)C2=CN(C1=CN=CC=C12)C1=C(C=C(C=C1)F)C=1C=NC=CC1C(C)C